FC1=C(C=CC=C1)C1=NC2=CC=CC=C2C(=C1)SCCCCOC(=O)C=1C(OC2=CC=CC=C2C1)=O.C(C)(C)(C)C1=CC=C(C=CC)C=C1 para-tert-butyl-(methyl)styrene 4-((2-(2-fluorophenyl)quinolin-4-yl)thio)butyl-2-oxo-2H-chromene-3-carboxylate